N-methyl-N-(5-(trifluoromethyl)-6-((5-(1,3,3-trimethyl-2,3,3a,6,7,7a-hexahydro-1H-pyrrolo[2,3-c]pyridin-5-yl)-1,2,4-thiadiazol-3-yl)amino)pyridin-3-yl)acetamide CN(C(C)=O)C=1C=NC(=C(C1)C(F)(F)F)NC1=NSC(=N1)C1=CC2C(CN1)N(CC2(C)C)C